4-(chloro-methyl)phenyltrimethoxysilane ClCC1=CC=C(C=C1)[Si](OC)(OC)OC